C[C@@H]([C]1[CH][CH][CH][C]1P(C2=CC=CC=C2)C3=CC=CC=C3)P(C(C)(C)C)C(C)(C)C.[CH]1[CH][CH][CH][CH]1.[Fe] (S)-1-[(RP)-2-(diphenylphosphino)ferrocenyl]ethyldi-tert-butylphosphine